N1=CC=CC=2CC(C=NC12)=O naphthyridin-6(5H)-one